S(N)(OCC[C@@H]1OC2(O[C@H]1CC1=CC=CC=C1)CCCCC2)(=O)=O 2-((2S,3S)-3-benzyl-1,4-dioxaspiro[4.5]decan-2-yl)ethyl sulfamate